hexahydroazepin-4-carbonitrile N1CCC(CCC1)C#N